C1([C@H](O)[C@H](O)[C@H](O1)CO)N[C@@H](CC(N)=O)C(=O)O ribosylasparagine